ClC1=CC=C(C=C1)N1N=CC(N(C1=O)C1=CC=C(C=C1)Cl)=O 2,N4-bis(4-chlorophenyl)-1,2,4-triazine-3,5(2H,4H)-dione